Octylmercaptan C(CCCCCCC)S